Cl.C(CCCCCCCCCCC)OCN1N=C(C=C1)C(=O)N 1-(dodecyloxymethyl)pyrazole-3-carboxamide hydrochloride